2,2'-methylenebis(4-t-octyl-6-t-butylphenol) C(C1=C(C(=CC(=C1)C(C)(C)CC(C)(C)C)C(C)(C)C)O)C1=C(C(=CC(=C1)C(C)(C)CC(C)(C)C)C(C)(C)C)O